ClC=1C=C2C(=NC1)N(C=C2B2OC(C(O2)(C)C)(C)C)C(=O)OC(C)(C)C tert-butyl 5-chloro-3-(4,4,5,5-tetramethyl-1,3,2-dioxaborolan-2-yl)-1H-pyrrolo[2,3-b]pyridine-1-carboxylate